COC=1C=C(C=C(C1)OC)B(O)O 3,5-DIMETHOXYPHENYLBORONIC ACID